OC1=C(C=NC(=C1C=1SC=CN1)C)C(=O)N 4-hydroxy-6-methyl-5-(1,3-thiazol-2-yl)pyridine-3-carboxamide